2-(6-fluoro-2-methylpyridin-3-yl)-5-(pyridin-3-yl)-4,5-dihydro-6H-imidazo[1,5-b]pyrazol-6-one FC1=CC=C(C(=N1)C)C=1C=C2N(N1)C(N(C2)C=2C=NC=CC2)=O